OC(C(=O)[O-])CCCCCCCCCCCCC.[Mg+2].OC(C(=O)[O-])CCCCCCCCCCCCC magnesium hydroxypentadecanoate